dimercaptoethylene glycol acetate C(C)(=O)OC(C(S)O)S